P(=O)(OCCOC(C(=C)C)=O)(OC1=CC=CC=C1)O [2-(methacryloyloxy) ethyl] phenyl hydrogen phosphate